C(C)(C)OC(C)(C)C=1N=C(SC1)N 4-(2-Isopropoxyprop-2-yl)thiazol-2-amine